FC(CP(O)(O)=O)(F)F trifluoroethyl-phosphonic acid